2-(4-fluorophenyl)pyridine-2,4-diamine FC1=CC=C(C=C1)C1(NC=CC(=C1)N)N